tert-butyl 8-((((9H-fluoren-9-yl) methoxy) carbonyl) amino)-3,4-dihydroisoquinoline-2(1H)-carboxylate C1=CC=CC=2C3=CC=CC=C3C(C12)COC(=O)NC=1C=CC=C2CCN(CC12)C(=O)OC(C)(C)C